3-(6-(1-(2-bromoacetyl)piperidin-4-yl)-1-methyl-1H-indazol-3-yl)piperidine-2,6-dione BrCC(=O)N1CCC(CC1)C1=CC=C2C(=NN(C2=C1)C)C1C(NC(CC1)=O)=O